(R)-2,5-dimethyl-1-((R)-5-(pyridin-2-yl)-2,3-dihydro-1H-indene-2-carbonyl)indoline-6-sulfonamide C[C@H]1N(C2=CC(=C(C=C2C1)C)S(=O)(=O)N)C(=O)[C@@H]1CC2=CC=C(C=C2C1)C1=NC=CC=C1